NCC=1C(=C(C#N)C=CC1)OC(F)F aminomethyl-2-(difluoromethoxy)benzonitrile